CC(C(=O)OC1=CC=CC2=CC=C(C(=C12)C#C)F)(C)C (8-ethynyl-7-fluoro-1-naphthyl) 2,2-dimethylpropanoate